C(C)(C)(C)N\C=C/1\C(OC2=CC=CC=C2C1=O)C1=CC(=C(C(=C1)C)O)C (Z)-3-((tert-butylamino)methylene)-2-(4-hydroxy-3,5-dimethylphenyl)chroman-4-one